3-(benzo[d][1,3]dioxol-5-yl)-N-(4-methylphenylethyl)propanamide O1COC2=C1C=CC(=C2)CCC(=O)NCCC2=CC=C(C=C2)C